1-[(2-aminophenyl)amino]-N-[5-(5-chloro-2-fluorophenyl)-3-(2,2-difluoroethyl)-2-methyl-7-oxo-6,7-dihydro-5H-pyrrolo[4,3-f]indazol-4-yl]methanamide NC1=C(C=CC=C1)NC(=O)NC=1C2=C(N(N=C2C=C2C1C(NC2=O)C2=C(C=CC(=C2)Cl)F)C)CC(F)F